FC1=C(C=CC(=C1)F)[C@@](CC(=O)NC1(CC1)C1=CC(=C(C=C1)F)OCC(F)(F)F)(C)O (S)-3-(2,4-difluorophenyl)-N-(1-(4-fluoro-3-(2,2,2-trifluoroethoxy)phenyl)cyclopropyl)-3-hydroxybutanamide